N1=CC=C(C=C1)N1N=CC=C1O 2-(pyridine-4-yl)pyrazolol